COC(C1=CC(=CC(=C1)OC(F)F)C(=O)Cl)=O 3-(Chlorocarbonyl)-5-(difluoromethoxy)benzoic acid methyl ester